FC1=C(C=C(C(=C1)F)C1=NC=NC2=CC(=CC=C12)N1CCOCC1)C(O)C1=NN=C2N1C=CC=C2 [2,4-Difluoro-5-(7-morpholin-4-yl-quinazolin-4-yl)-phenyl]-[1,2,4]-triazolo[4,3-a]pyridin-3-ylmethanol